tert-butyl (1S,3aR,6aS)-1-((2,4-difluorophenyl)(methyl)carbamoyl)hexahydrocyclopenta[c]pyrrole-2(1H)-carboxylate FC1=C(C=CC(=C1)F)N(C(=O)[C@H]1N(C[C@H]2[C@@H]1CCC2)C(=O)OC(C)(C)C)C